C(C1=CC=CC=C1)(=O)ONC(=O)C=1OC(=CC1CC)[N+](=O)[O-] Ethyl-(5-nitrofuran-2-carboxamido) benzoate